FC1=C2CC(CC2=CC(=C1)F)N 4,6-difluoroindan-2-amine